6-chloro-4-(4-(2,4-difluorophenoxy)piperidin-1-yl)-5-nitropicolinic acid methyl ester COC(C1=NC(=C(C(=C1)N1CCC(CC1)OC1=C(C=C(C=C1)F)F)[N+](=O)[O-])Cl)=O